N1=C(N=C(C2=NC=3C(N=C12)=NC(=NC3N)N)N)N pyrimido[5,4-g]pteridine-2,4,6,8-tetraamine